5-(5-(3-benzyl-1-((6-methylpyridin-3-yl)sulfonyl)pyrrolidin-3-yl)-6-methyl-1H-indazol-1-yl)-1-methylpyridin-2(1H)-one C(C1=CC=CC=C1)C1(CN(CC1)S(=O)(=O)C=1C=NC(=CC1)C)C=1C=C2C=NN(C2=CC1C)C=1C=CC(N(C1)C)=O